ClC1=CC=C(C=C1)NC(=O)NC(C1=C(C=CC=C1F)F)=O N-{[(4-Chlorophenyl)amino]carbonyl}-2,6-difluorobenzamid